Triethoxy-(2,4,4-trimethylpentylsilane) C(C)O[Si](CC(CC(C)(C)C)C)(OCC)OCC